(2S)-Isopropyl 2-((3,4-dichlorophenoxy)((5-hydroxy-4-(hydroxymethyl)-6-methylpyridin-3-yl)methoxy)phosphorylamino)propanoate ClC=1C=C(OC(OP(=O)=N[C@H](C(=O)OC(C)C)C)C=2C=NC(=C(C2CO)O)C)C=CC1Cl